3-(2-ethylhexoxymethyl)-2,3-dihydrothieno[3,4-b][1,4]di-oxine C(C)C(COCC1OC=2C(OC1)=CSC2)CCCC